(Z)-4-((4-((4-amino-2-fluorobut-2-en-1-yl)sulfonyl)phenoxy)methyl)-N,N-dimethylbenzene-sulfonamide NC\C=C(\CS(=O)(=O)C1=CC=C(OCC2=CC=C(C=C2)S(=O)(=O)N(C)C)C=C1)/F